Cl.NC=1C(=NC(=C(N1)NCCCN1C(CCC1)=O)C1=CC=CC=C1)C(=O)NC(N)=N 3-amino-N-carbamimidoyl-5-((3-(2-oxopyrrolidin-1-yl)propyl)amino)-6-phenylpyrazine-2-carboxamide hydrochloride